(S)-1-cyano-N-(5-(dimethylglycyl)-4,5,6,7-tetrahydrothiazolo[5,4-c]pyridin-2-yl)pyrrolidine-3-carboxamide C(#N)N1C[C@H](CC1)C(=O)NC=1SC=2CN(CCC2N1)C(CN(C)C)=O